C([2H])([2H])([2H])N(C\C=C/1\C(N(CC1)C=1C=CC=2N=CN=C(C2N1)NC1=CC(=C(C=C1)OC1=CC2=C(N(C=N2)C)C=C1)C)=O)C([2H])([2H])[2H] (E)-3-(2-(bis(methyl-d3)amino)ethylidene)-1-(4-((3-methyl-4-((1-methyl-1H-benzo[d]imidazol-5-yl)oxy)phenyl)amino)pyrido[3,2-d]pyrimidin-6-yl)pyrrolidin-2-one